ClC1=C(C(=O)NC2=C3C=NN(C3=CC=C2)C=2N=NC(=CC2)C)C=C(C=C1)CNS(=O)(=O)C1CC1 2-Chloro-5-{[(cyclopropylsulfonyl)amino]methyl}-N-[1-(6-methylpyridazin-3-yl)-1H-indazol-4-yl]benzamide